5-((5-(2-aminopyridin-3-yl)isoxazol-3-yl)methyl)-N-(2,6-difluorophenyl)pyridin-2-amine NC1=NC=CC=C1C1=CC(=NO1)CC=1C=CC(=NC1)NC1=C(C=CC=C1F)F